COC1=CC=C2C=CC=C(C2=C1)N1CC=2N=C(N=C(C2CC1)N1CC(N(CC1)C(C=C)=O)CC#N)OC[C@H]1N(CCC1)C 2-[4-[7-(7-methoxy-1-naphthyl)-2-[[(2S)-1-methylpyrrolidin-2-yl]methoxy]-6,8-dihydro-5H-pyrido[3,4-d]pyrimidin-4-yl]-1-prop-2-enoyl-piperazin-2-yl]acetonitrile